BrC1=C(C=CC=C1)N1C(NC2=C(C=CC=C2C1=O)C)=S 3-(2-Bromophenyl)-8-methyl-4-oxo-2-thioxo-1,2,3,4-tetrahydroquinazoline